1-(ethanesulfonyl)piperazine C(C)S(=O)(=O)N1CCNCC1